CN(CCCN1N=CC2=CC=C(C=C12)NC1=NC=CC(=N1)NC)C N2-(1-(3-(dimethylamino)propyl)-1H-indazol-6-yl)-N4-methylpyrimidine-2,4-diamine